3-(2-(3-Tosylureido)phenylsulfonamido)phenyl 4-methylbenzenesulfonate CC1=CC=C(C=C1)S(=O)(=O)OC1=CC(=CC=C1)NS(=O)(=O)C1=C(C=CC=C1)NC(=O)NS(=O)(=O)C1=CC=C(C)C=C1